5-Fluoro-4-nitro-1-oxo-isoindoline FC=1C(=C2CNC(C2=CC1)=O)[N+](=O)[O-]